cyanohydroxyiminoacetic acid C(#N)C(C(=O)O)=NO